C(C)OC(COCC(=O)N[C@H](C(=O)N1[C@@H](C[C@H](C1)O)C(=O)N[C@@H](C)C1=CC=C(C=C1)C1=C(N=CS1)C)C(C)(C)C)OCC (2S,4R)-1-[(2S)-2-[[2-(2,2-diethoxyethoxy)acetyl]amino]-3,3-dimethyl-butyryl]-4-hydroxy-N-[(1S)-1-[4-(4-methylthiazol-5-yl)phenyl]ethyl]pyrrolidine-2-carboxamide